(E)-2-(3,5-bis(trifluoromethyl)-benzylidene)-6-((4-bromobenzyl)oxy)-3,4-dihydronaphthalen-1(2H)-one FC(C=1C=C(\C=C/2\C(C3=CC=C(C=C3CC2)OCC2=CC=C(C=C2)Br)=O)C=C(C1)C(F)(F)F)(F)F